C(C)(C)N([C@@H]1CC[C@@H]([C@@H](C1)NC(=O)C1CCC(CC1)NC(OC(C)(C)C)=O)N1C([C@H](CC1)NC1=NC=NC2=CC=C(C=C12)C(F)(F)F)=O)C tert-Butyl ((1S,4s)-4-(((1R,2S,5R)-5-(Isopropyl(methyl)amino)-2-((S)-2-oxo-3-((6-(trifluoromethyl)quinazolin-4-yl)amino)pyrrolidin-1-yl)cyclohexyl)carbamoyl)cyclohexyl)carbamate